Cl.N[C@H](C(=O)NC=1SC(=CN1)C(CC1CC1)N1C(NCC(C1)(F)F)=C=O)C1CCC(CC1)(F)F (2S)-2-amino-N-(5-(2-cyclopropyl-1-(5,5-difluoro-2-carbonyltetrahydropyrimidin-1(2H)-yl)ethyl)thiazol-2-yl)-2-(4,4-difluorocyclohexyl)acetamide hydrochloride